O=C1C(CCC=2C=CC=NC12)C(=O)OCC Ethyl 8-oxo-5,6,7,8-tetrahydroquinoline-7-carboxylate